(Z)-2-(5-fluoro-1-(4-mercapto-3,5-dimethoxybenzylidene)-2-methyl-1H-inden-3-yl)-N-((1-methyl-1H-pyrrol-2-yl)methyl)acetamide FC=1C=C2C(=C(/C(/C2=CC1)=C/C1=CC(=C(C(=C1)OC)S)OC)C)CC(=O)NCC=1N(C=CC1)C